2-((1r,2r)-2-aminocyclopentyl)-5-chloro-3-methyl-N-(thiophen-2-ylmethyl)thieno[3,2-b]pyridin-7-amine N[C@H]1[C@@H](CCC1)C1=C(C2=NC(=CC(=C2S1)NCC=1SC=CC1)Cl)C